C(C)(=O)C1=NC=C(C(=C1)N1C(C(=C(C=C1C(F)(F)F)OCC1=NC=C(C=C1F)F)Cl)=O)C 2'-acetyl-3-chloro-4-((3,5-difluoropyridin-2-yl)methoxy)-5'-methyl-6-(trifluoromethyl)-2H-[1,4'-bipyridin]-2-one